C(#N)C1=C(OC2=CC=C3N=CC(=NC3=C2)N2N=CC(=C2)N2CCN(CCC2)C(=O)OC(C)(C)C)C(=CC=C1F)F tert-butyl 4-[1-[7-(2-cyano-3,6-difluoro-phenoxy)quinoxalin-2-yl]pyrazol-4-yl]-1,4-diazepane-1-carboxylate